COC1=CC=C2C=C(C=NC2=C1)C(=O)N 7-methoxyquinoline-3-carboxamide